C(C)(C)C1=C(NC2=CC=C(C=C12)C1CCNCC1)C1=CNC2=C1C=NC=C2 3-(3-isopropyl-5-(piperidin-4-yl)-1H-indol-2-yl)-1H-pyrrolo[3,2-c]pyridine